mercaptomorpholine SN1CCOCC1